Cl.FC1(CC(CNC1)O)F 5,5-difluoro-piperidin-3-ol hydrochloride